2-amino-4-methanesulfonyl-benzoic acid NC1=C(C(=O)O)C=CC(=C1)S(=O)(=O)C